C(\C=C\CC\C=C/CC)O 2E,6Z-nona-2,6-dien-1-ol